(4-chloro-1-(methylthio)naphthalen-2-yl)boric acid ClC1=CC(=C(C2=CC=CC=C12)SC)OB(O)O